C(C)(C)(C)OC(=O)N1[C@@H](CN([C@H](C1)C)C=1C2=C(N=CN1)N(C=C2C=C)C2=NC=CC(=C2)C(F)(F)F)C (2R,5S)-2,5-dimethyl-4-(7-(4-(trifluoromethyl)pyridin-2-yl)-5-vinyl-7H-pyrrolo[2,3-d]pyrimidin-4-yl)piperazine-1-carboxylic acid tert-butyl ester